C(C)(=O)N[C@H](C(=O)N[C@H](C(=O)NCC=1C=C(OCCC2CN(CCO2)C(=O)OC(C)(C)C)C=CC1C)CCC1=CC=CC=C1)CCC(=O)OC(C)(C)C tert-butyl 2-(2-(3-(((S)-2-((S)-2-acetamido-5-(tert-butoxy)-5-oxopentanamido)-4-phenylbutanamido)methyl)-4-methylphenoxy)ethyl)morpholine-4-carboxylate